[1-[5-(tert-butoxycarbonylamino)-2-pyridyl]-3-cyano-pyrazol-4-yl]boronic acid C(C)(C)(C)OC(=O)NC=1C=CC(=NC1)N1N=C(C(=C1)B(O)O)C#N